Cl.N1CCC(CC1)NC=1C=2C=CC=NC2C=CC1 N-(piperidin-4-yl)quinolin-5-amine hydrochloride